C(=O)O.N=1OC(=C2C1C=CC=C2)C2=CC(=C(C(=O)N([C@H]1CNCCC1)C1=NC=CC3=CC=CC(=C13)C)C=C2)F (R)-4-(benzo[c]isoxazol-3-yl)-2-fluoro-N-(8-methylisoquinolin-1-yl)-N-(piperidin-3-yl)benzamide formic acid salt